(S)-7-(4-fluorobenzyl)-2-methyl-N-(((S)-tetrahydrofuran-2-yl)methyl)-2,3-dihydro-1H-pyrido[2,3-b][1,4]oxazine-6-carboxamide FC1=CC=C(CC2=CC3=C(OC[C@@H](N3)C)N=C2C(=O)NC[C@H]2OCCC2)C=C1